C1(CCCCC1)COC1=CC(=C2C(CC(OC2=C1)C1=CC=C(C=C1)OCC1CCCC1)=O)O 7-cyclohexylmethoxy-5-hydroxy-2-(4-cyclopentylmethoxyphenyl)chroman-4-one